O=S1(CCCC1)=O (3R)-1,1-dioxothiolan